4-((2,5-dimethyl-4,5-dihydro-2H-pyrazolo[4,3-c]quinolin-6-yl)amino)-6-((2R)-2-fluorocyclopropane-1-carboxamido)-N-(methyl-d3)nicotinamide CN1N=C2C(CN(C=3C(=CC=CC23)NC2=CC(=NC=C2C(=O)NC([2H])([2H])[2H])NC(=O)C2[C@@H](C2)F)C)=C1